[P@@](OCCCl)(OCO[C@H](CN(C)C)COC1=C(C=CC=C1)CCC1=CC(=CC=C1)OC)(=O)F 2-chloroethyl ((((R)-1-(dimethylamino)-3-(2-(3-methoxy phenethyl) phenoxy)propan-2-yl)oxy)methyl) (R)-phosphorofluoridate